OC=1C=CC(=NC1)C1=NC=CC=C1 5-hydroxy-2,2'-bipyridine